[2,2-difluoro-3-(trifluoromethanesulfonyl oxy) propyl] trifluoromethanesulfonate FC(S(=O)(=O)OCC(COS(=O)(=O)C(F)(F)F)(F)F)(F)F